COC(=O)C1=C(C=NC=C1)NC[C@@H]1CCOC2=C1C=CC(=C2)C(C)C2=CC=CC=C2 3-({[(4R)-7-(1-phenylethyl)-3,4-dihydro-2H-1-benzopyran-4-yl]methyl}amino)pyridine-4-carboxylic acid methyl ester